ClC1=CC(=C(C(=C1)C)CC(=O)NC1(COC2(OC1)CCOCC2)C(=O)OC)OC methyl 3-[2-(4-chloro-2-methoxy-6-methylphenyl) acetamido]-1,5,9-trioxaspiro[5.5]undecane-3-carboxylate